BrC1=CC=C(C=C1)C=1OC2=C(N1)C=CC=C2 (4-bromophenyl)benzo[d]oxazole